N1=NN=C(C=C1)C=1C=CC=C(C1C#N)C#N triazinephthalonitrile